methyl 4-({[6-(trifluoromethyl)pyridin-2-yl]amino}methyl)benzoate FC(C1=CC=CC(=N1)NCC1=CC=C(C(=O)OC)C=C1)(F)F